C1(CC1)C=1C=C(C=2N(C1)C=C(N2)CNC2=CC(=NC=N2)NC(=O)[C@@H]2[C@H](C2)C2=NC=CC(=N2)C)N2C(N(C(C2)=O)C2CC2)=O (1S,2S)-N-(6-(((6-cyclopropyl-8-(3-cyclopropyl-2,4-dioxoimidazolidin-1-yl)imidazo[1,2-a]pyridin-2-yl)methyl)amino)pyrimidin-4-yl)-2-(4-methyl-pyrimidin-2-yl)cyclopropane-1-carboxamide